(difluoromethylsulfonyl)-3-methylimidazolium bromide [Br-].FC(S(=O)(=O)C=1NC=C[N+]1C)F